N-methylcarboxylammonium C[NH2+]C(=O)O